C(=O)(O)C1CCC(CC1)CN1C(C2(C(C1C(=O)NC1=C(C(=O)O)C=CC=C1OC)C1=C(C(=CC=C1)Cl)F)CNC1=CC=C(C=C12)Cl)CC(C)(C)C ((((1r,4S)-4-carboxycyclohexyl)methyl)-5-chloro-4'-(3-chloro-2-fluorophenyl)-2'-neopentyl-spiro[indoline-3,3'-pyrrolidine]-5'-carboxamido)-3-methoxybenzoic acid